1,4,7,10-tetraaza-cyclododecane N1CCNCCNCCNCC1